6-chloro-N-(4-morpholinophenyl)-3-nitropyridin-2-amine ClC1=CC=C(C(=N1)NC1=CC=C(C=C1)N1CCOCC1)[N+](=O)[O-]